CC1(C2CC[C@]3(C([C@H](CC[C@@]13O)C)C2)C)C (-)-(3R,6S,8S)-2,2,6,8-tetramethyltricyclo[5.3.1.0~3,8~]undecan-3-ol